C1(CCCCC1)CCOC(C1=C(C=CC=C1)OC(C(=C)C)=O)=O 2-(methacryloyloxy)benzoic acid-2-cyclohexylethyl ester